OCC1COC2(CN(C2)C(=O)OC(C)(C)C)OC1 tert-butyl 7-(hydroxymethyl)-5,9-dioxa-2-azaspiro[3.5]nonane-2-carboxylate